((2R,3S,4S,5S,6R)-3,4,5-trihydroxy-6-phenoxytetrahydro-2H-pyran-2-yl)methyl acetylsulfamate C(C)(=O)NS(OC[C@H]1O[C@@H]([C@H]([C@H]([C@@H]1O)O)O)OC1=CC=CC=C1)(=O)=O